((2R,4S,5R)-4-azido-5-isopropoxytetrahydro-2H-pyran-2-yl)((S)-1-(4-fluorophenyl)-3,4-dihydroisoquinolin-2(1H)-yl)methanone N(=[N+]=[N-])[C@H]1C[C@@H](OC[C@@H]1OC(C)C)C(=O)N1[C@H](C2=CC=CC=C2CC1)C1=CC=C(C=C1)F